2,5-disilylhexasilane [SiH3][SiH]([SiH3])[SiH2][SiH2][SiH]([SiH3])[SiH3]